FC(OC1=C(C=C(C=C1)[C@H]1CC2(CN(C2)C(=O)C2CC(C2)(C)O)CC1)C)F |r| (rac)-(6-(4-(difluoromethoxy)-3-methylphenyl)-2-azaspiro[3.4]octan-2-yl)((1s,3s)-3-hydroxy-3-methylcyclobutyl)methanone